(R)-(1-oxo-1-((phenylmethyl-d2)amino)propan-2-yl)carbamic acid tert-butyl ester C(C)(C)(C)OC(N[C@@H](C(NC([2H])([2H])C1=CC=CC=C1)=O)C)=O